5-((4-(4-chloropyridin-2-yl)piperazin-1-yl)methyl)-2-(2,6-dioxopiperidin-3-yl)isoindoline-1,3-dione ClC1=CC(=NC=C1)N1CCN(CC1)CC=1C=C2C(N(C(C2=CC1)=O)C1C(NC(CC1)=O)=O)=O